N=1N(N=CC1)C1=CC=C(C#N)C=C1 4-(2H-1,2,3-triazol-2-yl)benzonitrile